6-(1-cyanoethoxy)-4-(2-((2,6-dimethylpyrimidin-4-yl)amino)pyrazolo[1,5-a]pyridin-5-yl)pyridin C(#N)C(C)OC1=CC(=CC=N1)C1=CC=2N(C=C1)N=C(C2)NC2=NC(=NC(=C2)C)C